BrC1=C(N(C=C1F)NC(=O)OC)C(=O)OC methyl 3-bromo-4-fluoro-1-((methoxycarbonyl) amino)-1H-pyrrole-2-carboxylate